C(C)(C)C1=CC=CC(=N1)C(C)O 1-(6-isopropylpyridin-2-yl)ethan-1-ol